hydrogen phosphate, hydroiodide I.P(=O)(O)(O)O